ClC=1C=C(C=CC1Cl)C=1N(C(=CC(C1C(=O)O)=O)CN1N=CC(=C1)C(=O)OC)CC 2-(3,4-dichlorophenyl)-1-ethyl-6-[(4-methoxycarbonyl-pyrazol-1-yl)methyl]-4-oxo-pyridine-3-carboxylic acid